OC1=NC2=CC=CN=C2C=C1 2-hydroxy-1,5-naphthyridine